(2S,3S,4R,5R)-3,4-dihydroxyl-5-(2-(5-methylpyridin-3-yl)-6-(((4-methylpyridin-2-yl)methyl)amino)-9H-purin-9-yl)-N-(2,2,2-trifluoroethyl)tetrahydrofuran-2-formamide O[C@@H]1[C@H](O[C@H]([C@@H]1O)N1C2=NC(=NC(=C2N=C1)NCC1=NC=CC(=C1)C)C=1C=NC=C(C1)C)C(=O)NCC(F)(F)F